C(CCC)(=O)OCC(O)CCCC butyl-hydroxy-ethyl butyrate